(S)-2-hydroxy-1-(4'-fluorophenyl)-1-propanone O[C@H](C(=O)C1=CC=C(C=C1)F)C